C1(=CC=CC=C1)C(N1CC(C1)N1N=CC(=C1)C(=O)OCC)C1=CC=CC=C1 ethyl 1-[1-(diphenylmethyl) azetidin-3-yl]-1H-pyrazole-4-carboxylate